CC=1N(C(=CC1)C1=NC=C(C=N1)F)C methyl-5-(5-fluoropyrimidin-2-yl)-1-methyl-1H-pyrrole